tert-Butyl 4-(3-(4,4-dimethylpiperidin-1-yl)-4-nitrophenyl)-2,6-dimethylpiperazine-1-carboxylate CC1(CCN(CC1)C=1C=C(C=CC1[N+](=O)[O-])N1CC(N(C(C1)C)C(=O)OC(C)(C)C)C)C